BrC=1C=C(C(=NC1)[N+](=O)[O-])NCC(C(=O)OC)N1CC2(COC2)C1 methyl 3-((5-bromo-2-nitropyridin-3-yl)amino)-2-(2-oxa-6-azaspiro[3.3]heptan-6-yl)propanoate